dimethylbis(4-aminophenylmethyl)silane C[Si](CC1=CC=C(C=C1)N)(CC1=CC=C(C=C1)N)C